N1=C2C(=CC=C1)C1=C(N2)CCCCC1 5,6,7,8,9,10-hexahydrocyclohepta[4,5]pyrrolo[2,3-b]pyridine